lithium lanthanum arsenic oxide [As]=O.[La].[Li]